C(C)(=O)N1CC=2N(CC1)N=C(C2)C(=O)N(CC2OCCC2)CC2=C(C=CC=C2)C 5-acetyl-N-(2-methylbenzyl)-N-(tetrahydrofuran-2-yl-methyl)-4,5,6,7-tetrahydro-pyrazolo[1,5-a]pyrazine-2-carboxamide